P(=O)(OC[C@H]1O[C@H](C[C@@H]1OP(=O)(O)OCC1=CC=CC=C1)N1C(N=C(C=C1)N)=O)(OCC1=CC=CC=C1)O.[K] potassium ((2R,3S,5R)-5-(4-amino-2-oxopyrimidin-1(2H)-yl)-3-(((benzyloxy)(hydroxy)phosphoryl)oxy)tetrahydrofuran-2-yl)methyl benzyl hydrogen phosphate